[N+](=O)(OCC(CC(C)(C)C)CCC)[O-] 2-n-propyl-4,4-dimethylpentyl nitrate